FC1=C(C=CC(=C1)N1N=CC=C1)NC1=NC=C2C=CC(=NC2=C1)C(=O)C1CCN(CC1)C(=O)OC(C)(C)C Tert-butyl 4-(7-[[2-fluoro-4-(pyrazol-1-yl)phenyl]amino]-1,6-naphthyridine-2-carbonyl)piperidine-1-carboxylate